FC1=C(C(=CC=C1)OC)C=1N=CC2=C(N1)C(=NN2)C2=CC=C(C=C2)N2CCN(CC2)C(CCCNC2=C1C(N(C(C1=CC=C2)=O)C2C(N(C(CC2)=O)C)=O)=O)=O 4-((4-(4-(4-(5-(2-fluoro-6-methoxyphenyl)-1H-pyrazolo[4,3-d]pyrimidin-3-yl)phenyl)piperazin-1-yl)-4-oxobutyl)amino)-2-(1-methyl-2,6-dioxopiperidin-3-yl)isoindoline-1,3-dione